O=CCCCNC=O ketobutyl-formamide